Natrium (S)-3-(2',4'-Difluorobiphenyl-4-yl)-3-(3-(1,5-dimethyl-4-oxido-2-oxo-1,2-dihydropyridin-3-yl)ureido)propanoat FC1=C(C=CC(=C1)F)C1=CC=C(C=C1)[C@H](CC(=O)[O-])NC(=O)NC=1C(N(C=C(C1[O-])C)C)=O.[Na+].[Na+]